(S)-N,N-Dibenzyl-1-(oxetan-2-yl)methanamine C(C1=CC=CC=C1)N(C[C@H]1OCC1)CC1=CC=CC=C1